8-fluoro-2-[6-methyl-3-(1,3-thiazol-4-yl)-1H,4H,5H,6H,7H-pyrazolo[4,3-c]pyridine-5-carbonyl]indolizine FC1=CC=CN2C=C(C=C12)C(=O)N1CC2=C(CC1C)NN=C2C=2N=CSC2